FC(COC1=NN=C(S1)COC1=CC=CC(=N1)C1=CC(=C(CC2=NC3=C(N2C[C@H]2OCC2)C=C(C=C3)C(=O)O)C=C1F)F)F (S)-2-(4-(6-((5-(2,2-difluoroethoxy)-1,3,4-thiadiazol-2-yl)methoxy)pyridin-2-yl)-2,5-difluorobenzyl)-1-(oxetan-2-ylmethyl)-1H-benzo[d]imidazole-6-carboxylic acid